tert-butyl N-[1-(2-hydroxy-1,1-dimethyl-ethyl)indazol-4-yl]carbamate OCC(C)(C)N1N=CC2=C(C=CC=C12)NC(OC(C)(C)C)=O